CC1(OCC[C@H](C1)N1C(=NC=2C=NC=3C=CC(=CC3C21)C#N)[C@@H]2C[C@H](CC2)F)C 1-[(4R)-2,2-dimethyltetrahydro-2H-pyran-4-yl]-2-[(1S,3S)-3-fluorocyclopentyl]-1H-imidazo[4,5-c]quinoline-8-carbonitrile